3-[(2R)-4-(7-chloro-5-fluoro-1H-indole-1-carbonyl)-2-ethylpiperazin-1-yl]-6-(2-ethoxyphenyl)-N-[(3R)-1-methylpyrrolidin-3-yl]pyridine-2-carboxamide ClC=1C=C(C=C2C=CN(C12)C(=O)N1C[C@H](N(CC1)C=1C(=NC(=CC1)C1=C(C=CC=C1)OCC)C(=O)N[C@H]1CN(CC1)C)CC)F